(2R,3R,4R,5S)-2-(hydroxymethyl)-1-[6-({3-methoxy-5-[(1,2-oxazolidin-2-yl)methyl]phenyl}amino)hexyl]piperidine-3,4,5-triol OC[C@H]1N(C[C@@H]([C@H]([C@@H]1O)O)O)CCCCCCNC1=CC(=CC(=C1)CN1OCCC1)OC